C(C1=CC=CC=C1)OC(=O)N[C@@H](COC[C@@H](C)OCC1=CC=CC=C1)C(=O)O N-((benzyloxy)carbonyl)-O-((R)-2-(benzyloxy)propyl)-L-serine